racemic-2-{3-[(5-Chloropyrimidin-4-yl)amino]-1H-indazol-6-yl}-5'-methoxyspiro[cyclopropane-1,3'-indol]-2'(1'H)-one ClC=1C(=NC=NC1)NC1=NNC2=CC(=CC=C12)C1CC12C(NC1=CC=C(C=C21)OC)=O